C1(=CC=CC=C1)[S+](C1=C(C=CC=C1)F)C1=C(C=CC=C1)F phenyldi(fluorophenyl)sulfonium